C(C)(C)O\C=C/C(F)(F)F (Z)-1-(isopropoxy)-3,3,3-trifluoro-1-propene